sodium bis(sulfopropyl) disulfide S(=O)(=O)(O)CCCSSCCCS(=O)(=O)O.[Na]